C1(=CC=CC=C1)N(C(CCC(=O)N)=O)C1=CC=CC=C1 N,N-diphenylsuccinamide